ClC1C(C2=CC=CC=C2C1)=O chloro-2,3-dihydro-1-indenone